(2R,5R)-2-(hydroxymethyl)-5-methylmorpholine-4-carboxylic acid tert-butyl ester C(C)(C)(C)OC(=O)N1C[C@@H](OC[C@H]1C)CO